N-(3-chloro-5-(methylsulfonyl)phenyl)-6-fluorobenzo[b]thiophene-2-carboxamide ClC=1C=C(C=C(C1)S(=O)(=O)C)NC(=O)C1=CC2=C(S1)C=C(C=C2)F